1,2-bis(4-hydroxybenzoyl)ethane tert-butyl-(S)-(1-(6-bromo-3-cyanopyrazolo[1,5-a]pyridin-4-yl)pyrrolidin-3-yl)carbamate C(C)(C)(C)N(C(O)=O)[C@@H]1CN(CC1)C=1C=2N(C=C(C1)Br)N=CC2C#N.OC2=CC=C(C(=O)CCC(C1=CC=C(C=C1)O)=O)C=C2